(S)-3-((2H-spiro[benzofuran-3,4'-piperidin]-6-yl)amino)piperidine-2,6-dione N1CCC2(CC1)COC1=C2C=CC(=C1)N[C@@H]1C(NC(CC1)=O)=O